(2S,3R,4S)-6-((tert-butyldimethylsilyl)oxy)-3-methylhexane-1,2,4-triol [Si](C)(C)(C(C)(C)C)OCC[C@@H]([C@H]([C@@H](CO)O)C)O